9-(1-Benzyl-1H-pyrazol-4-yl)-2-(2,6-dichlorophenyl)imidazo[2,1-f][1,6]naphthyridine-3-carboxamide C(C1=CC=CC=C1)N1N=CC(=C1)C=1C=NC=2C=CN3C(C2C1)=NC(=C3C(=O)N)C3=C(C=CC=C3Cl)Cl